C(CCCCCCCCCCCCCCC(=O)O)(=O)O THAPSIC ACID